2,2'-azinobis(ethyl-2,3-dihydrobenzothiazoline-6-sulfonic acid) diammonium salt [NH4+].[NH4+].N(N=C1SC2=C(N1CC)C=CC(=C2)S(=O)(=O)[O-])=C2SC1=C(N2CC)C=CC(=C1)S(=O)(=O)[O-]